1-(1-benzyl-5-chloro-pyrazol-4-yl)cyclopropanecarboxylic acid C(C1=CC=CC=C1)N1N=CC(=C1Cl)C1(CC1)C(=O)O